ClC1=C(C=C2C=C(NC2=C1)C=1C=NC(=CC1)N1CC(CC1)OC)C=1C=NC=C(C1)OC 6-chloro-5-(5-methoxypyridin-3-yl)-2-(6-(3-methoxypyrrolidin-1-yl)pyridin-3-yl)-1H-indole